2-(2,5-difluorophenyl)acetic acid FC1=C(C=C(C=C1)F)CC(=O)O